NC1=NC=2C=C(C(=CC2C2=C1COC2)C(=O)O)C 4-amino-7-methyl-1,3-dihydrofuro[3,4-c]quinoline-8-carboxylic acid